NC=1C=C(C=CC1C=O)C1=CC(=C(C=C1)C=O)N 3,3'-diamino-4,4'-biphenyldicarboxaldehyde